C=CC=CC=CCCCCCCCCCCCCCC(=O)O 20-eicosTrienoic acid